C1(=CCCCC1)B1OC(C(O1)(C)C)(C)C 2-(1-cyclohexenyl)-4,4,5,5-tetramethyl-1,3,2-dioxaborolane